dimethyl-N,N-dioctyl-2-(2-hexylethoxy)malonamide CN(C(C(C(=O)N(CCCCCCCC)CCCCCCCC)OCCCCCCCC)=O)C